C(#N)C(C(=O)[O-])=C(C1=CC=C(C=C1)OC)C α-cyano-β-methyl-p-methoxycinnamat